allyl 4-(6,6-difluorohexahydro-1H-pyrrolo[3,2-c]isoxazol-1-yl)-2,2-dimethylbutanoate 2,2,2-trifluoroacetate FC(C(=O)O)(F)F.FC1(CNC2C1N(OC2)CCC(C(=O)OCC=C)(C)C)F